2-(3,5-difluorophenyl)-5-(1-(piperidin-4-yl)-1H-pyrazol-4-yl)-N4-(1,2,3,4-tetrahydroisoquinolin-7-yl)pyrimidine-2,4-diamine FC=1C=C(C=C(C1)F)C1(NC=C(C(=N1)NC1=CC=C2CCNCC2=C1)C=1C=NN(C1)C1CCNCC1)N